3,3-difluoro-N-(4-((2-(4-methoxypiperidin-1-yl)pyrimidin-5-yl)oxy)-3-methylphenyl)cyclobutane-1-carboxamide FC1(CC(C1)C(=O)NC1=CC(=C(C=C1)OC=1C=NC(=NC1)N1CCC(CC1)OC)C)F